COCOC=CCCCCCCCCCCCCCCC(OCCC)OCCC dipropyloxyheptadecenyl methoxymethyl ether